2-(2-(4-nitrophenoxy)ethoxy)ethylamine [N+](=O)([O-])C1=CC=C(OCCOCCN)C=C1